2-(4-chloro-5-methyl-6-oxopyridazin-1(6H)-yl)-N-(3-(N,N-dimethylsulfamoyl)-4-methylphenyl)acetamide ClC=1C=NN(C(C1C)=O)CC(=O)NC1=CC(=C(C=C1)C)S(N(C)C)(=O)=O